C(C1=CC=CC=C1)OC1C(COC(C1OCC1=CC=CC=C1)COCC1=CC=CC=C1)N 4,5-bis(benzyloxy)-6-((benzyloxy)methyl)tetrahydro-2H-pyran-3-amine